C1=CC=C2C(=C1)C(=O)C=C(N2)C(=O)O kynurenate